10-(6-(3-Methoxyphenyl)pyrimidin-4-yl)-10H-phenoxazine COC=1C=C(C=CC1)C1=CC(=NC=N1)N1C2=CC=CC=C2OC=2C=CC=CC12